FC(C=1C=C(C=CC1)C1=CC=C(C=N1)[C@H]1[C@@H](C1)NC1CCC(CC1)N)(F)F N1-((trans)-2-(6-(3-(trifluoromethyl)phenyl)pyridin-3-yl)cyclopropyl)cyclohexane-1,4-diamine